C[Si](O[Si](O[Si](C)(C)C)(C)O[Si](O[Si](O[Si](C)(C)C)(O[Si](C)(C)C)C)(O[Si](O[Si](C)(C)C)(O[Si](C)(C)C)C)CCC=O)(C)C 3-(5-((1,1,1,3,5,5,5-heptamethyltrisiloxan-3-yl)oxy)-1,1,1,3,7,9,9,9-octamethyl-3,7-bis((trimethylsilyl)oxy)pentasiloxan-5-yl)propanal